7-amino-2,3-dimethyl-5-{[(6-methylpyridin-2-yl)methyl]amino}pyrazolo[1,5-a]pyrimidine-6-carbonitrile NC1=C(C(=NC=2N1N=C(C2C)C)NCC2=NC(=CC=C2)C)C#N